COC=1C=CC=2N=CNC(C2N1)=O 6-methoxy-3H-pyrido[3,2-d]pyrimidin-4-one